FC1=C(C=C(C(=C1)C(F)(F)F)C1=NN(C=N1)C)NC(=O)N1[C@H]2[C@@H](CCC[C@@]1(C2)C=2OC(=NN2)C)C (1R,5R,6R)-N-(2-fluoro-5-(1-methyl-1H-1,2,4-triazol-3-yl)-4-(trifluoromethyl)phenyl)-5-methyl-1-(5-methyl-1,3,4-oxadiazol-2-yl)-7-azabicyclo[4.1.1]octane-7-carboxamide